1-(4-((4-(1-((5-hydroxy-6-oxo-1,6-Dihydropyrimidin-4-yl)methyl)-3-isopropyl-2-oxoimidazolin-4-yl)phenyl)ethynyl)benzyl)pyrrolidine-3-carbonitrile OC1=C(N=CNC1=O)CN1C(N(C(C1)C1=CC=C(C=C1)C#CC1=CC=C(CN2CC(CC2)C#N)C=C1)C(C)C)=O